1-Octyl-3-butylpiperidinium methansulfonat CS(=O)(=O)[O-].C(CCCCCCC)[NH+]1CC(CCC1)CCCC